(3R)-3-Ethyl-4-(1-(quinoxalin-6-yl)ethyl)piperazine-1-carboxylic acid tert-butyl ester C(C)(C)(C)OC(=O)N1C[C@H](N(CC1)C(C)C=1C=C2N=CC=NC2=CC1)CC